BrC=1C(=CSC1)NC(C)=C1C(OC(OC1=O)(C)C)=O 5-(1-((4-bromothiophen-3-yl)amino)ethylidene)-2,2-dimethyl-1,3-dioxane-4,6-dione